CC1=C(C=CC=C1C(F)(F)F)[C@@H](C)NC(=O)C1=CN(C(C=C1N[C@H]1CC[C@@]12CN(CCC2)C)=O)C2CCOCC2 N-((R)-1-(2-methyl-3-(trifluoromethyl)phenyl)ethyl)-4-(((1S,4S)-6-methyl-6-azaspiro[3.5]non-1-yl)amino)-6-oxo-1-(tetrahydro-2H-pyran-4-yl)-1,6-dihydropyridine-3-carboxamide